gallium aluminum-tin [Sn].[Al].[Ga]